5-Chloro-N1-(2-Methylpyridin-3-yl)benzene-1,2-diamine ClC1=CC=C(C(=C1)NC=1C(=NC=CC1)C)N